4-[6-fluoro-4-hydroxy-2-(1-hydroxy-2-methylpropan-2-yl)-1-(2,2,2-trifluoroethyl)indol-3-yl]benzoic acid FC1=CC(=C2C(=C(N(C2=C1)CC(F)(F)F)C(CO)(C)C)C1=CC=C(C(=O)O)C=C1)O